C(C)OCC=1NC(=C(N1)C=O)C1=CC=CC=C1 2-(ethoxymethyl)-5-phenyl-1H-imidazole-4-carbaldehyde